ClC1=CC(=C(S1)C1=CC=C(C(=N1)C)O[C@@H]1C[C@H](CCC1)C(=O)O)CNC1=CC2=C(OC(O2)(F)F)C=C1 (1S,3S)-3-((6-(5-chloro-3-(((2,2-difluorobenzo[d][1,3]dioxol-5-yl)amino)methyl)thiophen-2-yl)-2-methylpyridin-3-yl)oxy)cyclohexane-1-carboxylic acid